NC1=CN=C2N1C=CC(=C2)C(=O)[O-] 3-aminoimidazo[1,2-a]pyridine-7-carboxylate